N1C(=NC2=C1C=CC=C2)CNCCC=2SC=C(N2)C(=O)NCC2=NC=C(C=C2F)F 2-{2-[(1H-1,3-Benzodiazol-2-ylmethyl)amino]ethyl}-N-[(3,5-difluoropyridin-2-yl)methyl]-1,3-thiazole-4-carboxamide